N,N'-bis[9-(3,5-dihexylphenyl)-9H-carbazol-2-yl]-N,N'-diphenyl-naphtho[2,3-b:6,7-b']bisbenzofuran-3,10-diamine C(CCCCC)C=1C=C(C=C(C1)CCCCCC)N1C2=CC=CC=C2C=2C=CC(=CC12)N(C1=CC2=C(C3=C(O2)C=C2C=C4C(OC5=C4C=CC(=C5)N(C5=CC=CC=C5)C5=CC=4N(C6=CC=CC=C6C4C=C5)C5=CC(=CC(=C5)CCCCCC)CCCCCC)=CC2=C3)C=C1)C1=CC=CC=C1